C(CCC)C1=NC=2C(=C3C(=NC2N)C=C(S3)C3CCN(CC3)C)N1C 2-butyl-1-methyl-7-(1-methylpiperidin-4-yl)-1H-imidazo[4,5-d]thieno[3,2-b]pyridine-4-amine